(S)-2-((tert-Butoxycarbonyl)(methyl)amino)-3-(3,4-dichlorophenyl)propanoic acid C(C)(C)(C)OC(=O)N([C@H](C(=O)O)CC1=CC(=C(C=C1)Cl)Cl)C